(5aS,6R,11bR)-14-(cyclopropylmethyl)-4,4-dimethyl-3-(2-(4-methyl-1H-pyrazol-1-yl)ethyl)-2,3,4,5,6,7-hexahydro-6,11b-(epiminoethano)naphtho[1,2-d]azepine-5a,10(1H)-diol C1(CC1)CN1CC[C@]23CCN(C(C[C@]2([C@H]1CC1=CC=C(C=C13)O)O)(C)C)CCN1N=CC(=C1)C